Ethyl 2-(2-{[(tert-butoxy) carbonyl] amino}-2-methylpropyl)-1,3-thiazole-4-carboxylate C(C)(C)(C)OC(=O)NC(CC=1SC=C(N1)C(=O)OCC)(C)C